Isobutyl ((2-(2-methoxy-7-methylquinoxalin-5-yl)-7,8-dihydrobenzofuro[5,4-d]thiazol-7-yl)methyl)carbamate COC1=NC2=CC(=CC(=C2N=C1)C=1SC2=C(N1)C=CC1=C2CC(O1)CNC(OCC(C)C)=O)C